C(C)(C)C(C(C)C(C)C)C diisopropylbutane